N1-(2-isopropylphenyl)-N2-((S)-4-methyl-1-oxo-1-(((S)-3-oxo-1-((S)-2-oxopyrrolidin-3-yl)-4-(2,3,5,6-tetrafluorophenoxy)butan-2-yl)amino)pentan-2-yl)oxalamide C(C)(C)C1=C(C=CC=C1)NC(C(=O)N[C@H](C(N[C@@H](C[C@H]1C(NCC1)=O)C(COC1=C(C(=CC(=C1F)F)F)F)=O)=O)CC(C)C)=O